1-(2,6-diisopropyl-phenyl)-3-[4-(1-hydroxy-1-methyl-ethyl)-thiophene-2-sulfonyl]-urea C(C)(C)C1=C(C(=CC=C1)C(C)C)NC(=O)NS(=O)(=O)C=1SC=C(C1)C(C)(C)O